C(C1=CC=CC=C1)NC1=NC=CC(=C1)C1=C(N=C(S1)C1=CC=C(C=C1)SC)C1=CC(=CC=C1)C N-benzyl-N-[4-[4-(3-methylphenyl)-2-(4-methylthiophenyl)-1,3-thiazol-5-yl]-2-pyridyl]amine